(2-chlorophenyl)-butyric acid ClC1=C(C=CC=C1)C(C(=O)O)CC